CN(C)\C=C/1\CN(CC1=O)C(=O)OC(C)(C)C tert-butyl (Z)-3-((dimethylamino)methylene)-4-oxopyrrolidine-1-carboxylate